C1=C(C=CC=2C3=CC=CC=C3CC12)NC1=NC(=NC2=CC=C(C=C12)NC(C1=CC(=C(C=C1)Cl)Cl)=O)C1=CC2=CC=CC=C2C=C1 N-(4-((9H-Fluoren-2-yl)amino)-2-(naphthalen-2-yl)quinazolin-6-yl)-3,4-dichlorobenzamide